1,1,3,3-Tetramethyl-1,3-dichlorodisiloxane C[Si](O[Si](Cl)(C)C)(Cl)C